NC1=NC(=CC(=C1)NCCCC)CC1=CC=C(C=C1)CN1CCCCC1 2-Amino-4-(butylamino)-6-(4-(piperidin-1-ylmethyl)benzyl)pyridine